NC1=CC=C(C=C1)C1(C(C=CC(=C1)C(C)C)C(C)C)C1=CC=C(C=C1)N 2,2-bis(4-aminophenyl)-p-diisopropyl-benzene